COC(C1=CC=C(C=C1)NC1=NC(=NC=C1F)NC1=CC=C(C=C1)OC1=CC=CC=C1)=O 4-((5-fluoro-2-((4-phenoxyphenyl)amino)pyrimidin-4-yl)amino)benzoic acid methyl ester